N-fluorenylmethoxycarbonyl-L-alanine succinimidyl ester C1(CCC(N1OC([C@@H](NC(=O)OCC1=CC=CC=2C3=CC=CC=C3CC12)C)=O)=O)=O